C1(CC1)C1=C(C=CC(=C1)C1=NOC(=N1)C)C1=NC=C(C(=O)O)C=C1 6-(2-cyclopropyl-4-(5-methyl-1,2,4-oxadiazol-3-yl)phenyl)nicotinic acid